N,N'-di(1-methylheptyl)-p-phenylenediamine CC(CCCCCC)NC1=CC=C(C=C1)NC(CCCCCC)C